tert-butyl (S)-4-(7-bromo-6-chloro-3-cyano-8-fluoroquinolin-4-yl)-3-methylpiperazin-1-carboxylate BrC1=C(C=C2C(=C(C=NC2=C1F)C#N)N1[C@H](CN(CC1)C(=O)OC(C)(C)C)C)Cl